ClC1(C=CC(C(=C1C1=CC=CC=C1)F)(OCCOC)C(CN[C@@H]1CCN(CCC1)C(=O)OC(C)(C)C)C1=CC=CC=C1)C#N tert-Butyl (4S)-4-((2-(6-chloro-6-cyano-2-fluoro-3-(2-methoxyethoxy)-[1,1-biphenyl]-3-yl)-2-phenylethyl)amino)azepane-1-carboxylate